2-((3,5-dicyano-4-ethyl-6-(4-(pyrrolidin-3-yl)piperidin-1-yl)pyridin-2-yl)thio)-2-phenylacetamide C(#N)C=1C(=NC(=C(C1CC)C#N)N1CCC(CC1)C1CNCC1)SC(C(=O)N)C1=CC=CC=C1